ClC1=C2CCCC(C2=CC(=C1OCCCl)C#N)NC(=O)C1CCNCC1 4-((5-chloro-6-(2-chloroethoxy)-7-cyano-1,2,3,4-tetrahydronaphthalen-1-yl)carbamoyl)piperidine